CNC(C(=O)C1=CC=CC=C1)Cl alpha-(N-methyl-amino)-2-chloroacetophenone